(1-cyclopropyl-3-methoxy-3-oxopropyl)benzoate C1(CC1)C(CC(=O)OC)OC(C1=CC=CC=C1)=O